tert-butyl 4-{3-carbamoyl-2-[4-(3-methoxyphenoxy)phenyl]-2H-pyrazolo[4,3-b]pyridin-7-yl}piperidine-1-carboxylate C(N)(=O)C=1N(N=C2C1N=CC=C2C2CCN(CC2)C(=O)OC(C)(C)C)C2=CC=C(C=C2)OC2=CC(=CC=C2)OC